ClC1=C(C=C(C=C1)F)C1N(C(CC1C(=O)O)=O)CC1=CC=C(C=C1)OC (2-chloro-5-fluorophenyl)-1-[(4-methoxyphenyl)methyl]-5-oxopyrrolidine-3-carboxylic acid